(S)-5-bromo-4-(sec-butoxy)pyrimidin-2-amine BrC=1C(=NC(=NC1)N)O[C@@H](C)CC